tert-Butyl but-3-yn-1-yl(methyl)carbamate C(CC#C)N(C(OC(C)(C)C)=O)C